C(C)(C)(C)OC(=O)N1CCN(CC1)CC1=CC=C(C=C1)C1=CN(C=2N=C(N=CC21)NCCC(F)(F)F)C2CCCCC2 tert-butyl-4-[(4-[7-cyclohexyl-2-[(3,3,3-trifluoro-propyl)amino]-7H-pyrrolo[2,3-d]-pyrimidin-5-yl]-phenyl)methyl]-piperazine-1-carboxylate